iso-pentadecyl alcohol C(CCCCCCCCCCCC(C)C)O